1-(3-methyl-3-azabicyclo[3.1.1]heptane-1-carbonyl)piperidin CN1CC2(CC(C1)C2)C(=O)N2CCCCC2